Dihydrosafrole CCCC1=CC2=C(C=C1)OCO2